4-fluoro-2-methoxypyridin-3-amine tert-butyl-(4-fluoro-2-methoxypyridin-3-yl)carbamate C(C)(C)(C)N(C(O)=O)C=1C(=NC=CC1F)OC.FC1=C(C(=NC=C1)OC)N